8-(4-chloro-2-fluoro-phenyl)-2,3-dimethyl-6-[(2R,4S)-2-(1-methylpyrazol-4-yl)tetrahydropyran-4-yl]pyrimido[5,4-d]pyrimidin-4-one ClC1=CC(=C(C=C1)C1=NC(=NC2=C1N=C(N(C2=O)C)C)[C@@H]2C[C@@H](OCC2)C=2C=NN(C2)C)F